bis(t-butyldimethylsilyl)(triisopropylsilyl)phosphine [Si](C)(C)(C(C)(C)C)P([Si](C(C)C)(C(C)C)C(C)C)[Si](C)(C)C(C)(C)C